2-(4-(5-Chloro-2-(4-chloro-1H-1,2,3-triazol-1-yl)phenyl)-2,5-dioxapiperazin-1-yl)-4-methoxybutyric acid ClC=1C=CC(=C(C1)N1CON(CO1)C(C(=O)O)CCOC)N1N=NC(=C1)Cl